FC=1C(=C(C(=CC1F)C)NC(\C=C\C1=CC=C2CC(NC2=C1)=O)=O)C (E)-N-(3,4-difluoro-2,6-dimethylphenyl)-3-(2-oxoindolin-6-yl)acrylamide